CS(=O)(=O)C=1C=CC=C2CCC(C12)O 7-(methylsulfonyl)-2,3-dihydro-1H-inden-1-ol